Methyl 2',5-dichloro-6'-(trifluoromethyl)-[2,3'-bipyridine]-6-carboxylate ClC1=NC(=CC=C1C1=NC(=C(C=C1)Cl)C(=O)OC)C(F)(F)F